COC(C1=CC(=CC(=C1)[N+]#[C-])NC(=O)OC(C)(C)C)=O METHYL-3-(N-BOC-AMINO)-5-ISOCYANO-BENZOATE